BrC=1C=C(N(CC2=CC=C(C=C2)OC)CC2=CC=C(C=C2)OC)C=C(C1I)F 3-bromo-5-fluoro-4-iodo-N,N-bis[(4-methoxyphenyl)methyl]aniline